5-(3-isopropyl-5-(1-(tetrahydro-2H-pyran-4-yl)piperidin-4-yl)-1H-indol-2-yl)-3-methoxy-1,4-dimethylpyridin-2(1H)-one C(C)(C)C1=C(NC2=CC=C(C=C12)C1CCN(CC1)C1CCOCC1)C=1C(=C(C(N(C1)C)=O)OC)C